2-(1,3-thiazol-2-yl)ethoxyl-3H,4H-pyrido[2,3-d]pyrimidin S1C(=NC=C1)CCOC=1NCC2=C(N1)N=CC=C2